7-chloromethyl-6-methyl-1,2,3,5-tetrahydro-4H-cyclopentaquinolin-4-one ClCC1=CC=C2C1=C(CC=1C(CCNC21)=O)C